methylimidazole bis-benzenesulfonate C1(=CC=CC=C1)S(=O)(=O)O.C1(=CC=CC=C1)S(=O)(=O)O.CC=1NC=CN1